2-(bromomethyl)-3,5-difluoropyridine BrCC1=NC=C(C=C1F)F